OC=1C(=NC=C(C1)C1=CC=C(C=C1)C)C(=O)NCC(=O)O [(3-Hydroxy-5-(4-methyl-phenyl)pyridine-2-carbonyl)amino]-acetic acid